(S)-3-phenyl-N-[1-(3-pyrazol-1-yl-phenyl)-ethyl]-acrylamide C1(=CC=CC=C1)C=CC(=O)N[C@@H](C)C1=CC(=CC=C1)N1N=CC=C1